2-FLUORO-5-(PIPERIDIN-1-YLCARBONYL)BENZENEBORONIC ACID FC1=C(C=C(C=C1)C(=O)N1CCCCC1)B(O)O